[Mn].CN1CC=C(C=C1)C1=CC=NC=C1 1-methyl-4,4-bipyridyl manganese